C(C)C(CC(C(C(=O)[O-])S(=O)(=O)O)(C(=O)[O-])CC(CCCC)CC)CCCC.COC=1C=CC2=C(CCC=3C(=C4C=C(C=CC4=[O+]C23)C)C2=CC=CC=C2)C1.COC=1C=CC2=C(CCC=3C(=C4C=C(C=CC4=[O+]C23)C)C2=CC=CC=C2)C1 5,6-dihydro-3-methoxy-9-methyl-7-phenylbenzo[C]xanthylium bis(2-ethylhexyl)sulfosuccinate